perfluorooctanal FC(C=O)(C(C(C(C(C(C(F)(F)F)(F)F)(F)F)(F)F)(F)F)(F)F)F